(3aR,6aR)-1-[(1R)-1-phenylethyl]-3,3a,4,5,6,6a-hexahydro-2H-pyrrolo[3,2-c]pyrrole C1(=CC=CC=C1)[C@@H](C)N1CC[C@@H]2CNC[C@@H]21